C1=CC=C(C=C1)OP(=O)(N=[N+]=[N-])OC1=CC=CC=C1 Diphenylphosphorylazid